bis((1-methyl-3-ethylhexan-3-yl)cyclopentadienyl)zirconium dichloride [Cl-].[Cl-].CCCC(CCC)(CC)C1(C=CC=C1)[Zr+2]C1(C=CC=C1)C(CCC)(CCC)CC